N,N-dimethyl-3-(4-hydroxyphenyl)acrylamide CN(C(C=CC1=CC=C(C=C1)O)=O)C